C1(CC1)C1=C(C=C(C=C1)O)F 4-cyclopropyl-3-fluorophenol